O([C@H]1[C@H](O)[C@@H](O)[C@H](O)[C@H](O1)CO)C1=CC=C(C=C1)[N+](=O)[O-] p-nitrophenyl beta-D-glucopyranoside